C(C)OC(=O)C1=C(OC2=C1C=C(C=C2)OCC2C(CCC2)(F)F)C ethyl-5-((2,2-difluorocyclopentyl)methoxy)-2-methylbenzofuran-3-carboxylate